(R)-3-(1-(4-methoxy-4-oxobutyl)piperidin-3-yl)azetidine-1-carboxylic acid tert-butyl ester C(C)(C)(C)OC(=O)N1CC(C1)[C@@H]1CN(CCC1)CCCC(=O)OC